(Z)-4-((4-ethyl-3,5-dimethyl-1H-pyrrol-2-yl)(4-ethyl-3,5-dimethyl-2H-pyrrol-2-ylidene)methyl)-3,5-dimethylphenol C(C)C=1C(=C(NC1C)\C(\C1=C(C=C(C=C1C)O)C)=C\1/N=C(C(=C1C)CC)C)C